6-[2-cyano-3-[[ethyl(methyl)sulfamoyl]amino]-6-fluoro-phenoxy]-3-[(3R)-1-methyl-8-(2,2,2-trifluoroacetyl)-1,8-diazaspiro[4.5]decan-3-yl]-4-oxo-quinazoline C(#N)C1=C(OC=2C=C3C(N(C=NC3=CC2)[C@H]2CN(C3(C2)CCN(CC3)C(C(F)(F)F)=O)C)=O)C(=CC=C1NS(N(C)CC)(=O)=O)F